1-(3-(2-(dimethylamino)ethyl)-1H-indol-1-yl)-2,2-dimethylpropan-1-one CN(CCC1=CN(C2=CC=CC=C12)C(C(C)(C)C)=O)C